O=C1N(CC2=NC(=CC=C21)N[C@H](C)C=2C=NC=CC2)CCNC(C)=O (R)-N-(2-(5-oxo-2-((1-(pyridin-3-yl)ethyl)amino)-5,7-dihydro-6H-pyrrolo[3,4-b]pyridin-6-yl)ethyl)acetamide